Methyl 2-(2-((pyrazolo[1,5-a]pyrimidine-3-carboxamido)methyl)benzofuran-7-yl)acetate N1=CC(=C2N1C=CC=N2)C(=O)NCC=2OC1=C(C2)C=CC=C1CC(=O)OC